(3R)-3-((((3'-chloro-4'-fluoro-[1,1'-biphenyl]-2-yl)carbamoyl)oxy)methyl)-1-(2-methoxy-2-oxoethyl)-1-methylpyrrolidin-1-ium bromide [Br-].ClC=1C=C(C=CC1F)C1=C(C=CC=C1)NC(=O)OC[C@H]1C[N+](CC1)(C)CC(=O)OC